N-(5-Cyclopropyl-1,3,4-thiadiazol-2-yl)-2-(3,4-dicyanophenyl)-2-(3,3-difluorocyclopentyl)acetamide C1(CC1)C1=NN=C(S1)NC(C(C1CC(CC1)(F)F)C1=CC(=C(C=C1)C#N)C#N)=O